COC(C(N1C(C2=CC=CC=C2C(C1C1=CC=C(C=C1)Cl)C(NCCOC)=O)=O)C1=CC=C(C=C1)Cl)=O (4-chloro-phenyl)-[3-(4-chloro-phenyl)-4-(2-methoxy-ethylcarbamoyl)-1-oxo-3,4-dihydro-1H-isoquinolin-2-yl]-acetic acid methyl ester